C1(CC1)C(C(C)(C)O)N1C(C2=C(C=CC=C2C1)C1=CC(=CC=C1)C=1OC(=NN1)C)=O 2-(1-cyclopropyl-2-hydroxy-2-methylpropyl)-7-(3-(5-methyl-1,3,4-oxadiazol-2-yl)phenyl)isoindolin-1-one